NC[C@H]1N(CCC1)C1=CC=C2C=CC(NC2=C1)=O 7-[(2s)-2-aminomethyl-pyrrolidine-1-yl]-quinolone